7-(cyclobutylamino)-5-fluoro-2-((piperidin-4-ylsulfanyl)methyl)quinazolin-4(3H)-one C1(CCC1)NC1=CC(=C2C(NC(=NC2=C1)CSC1CCNCC1)=O)F